C(C)(C)(C)OC(=O)N1C(C2=CC=CC(=C2C1=O)Br)(C)C.ClC1=C2C(=CN(C2=CC=C1)C)S(=O)(=O)C1=C(C=C(C=C1)N1C=NC(=C1)C)C 4-Chloro-1-methyl-3-[2-methyl-4-(4-methylimidazol-1-yl)phenyl]sulfonyl-indole tert-butyl-4-bromo-1,1-dimethyl-3-oxo-isoindoline-2-carboxylate